6-bromo-5-fluoro-3,4-dihydroquinazolin-4-one BrC=1C(=C2C(NC=NC2=CC1)=O)F